C(C)(C)(C)OOC1(CC(CC(C1)(C)C)C)OOC(C)(C)C 1,1-bis(tert-butylperoxy)-3,5,5-trimethyl-cyclohexane